OC=1C=C(C=CC1C=1SC=2N=C(SC2N1)N(C1CC(NC(C1)(C)C)(C)C)C)C1=CC(N(C=C1)C)=O 4-(3-Hydroxy-4-{5-[methyl(2,2,6,6-tetramethylpiperidin-4-yl)amino][1,3]thiazolo[5,4-d][1,3]thiazol-2-yl}phenyl)-1-methylpyridin-2(1H)-one